Cl.N1C[C@H](CC1)C(=O)OC methyl (3S)-pyrrolidine-3-carboxylate HCl